ClC1=C(C(=O)NC2=C(C(=C(C=C2)F)NC(=O)C2CC(C2)=O)F)C=C(C=C1)NC(=O)[C@@H]1C([C@H]1C1=CC(=C(C=C1)F)C(F)(F)F)(Cl)Cl 2-chloro-5-((1R,3R)-2,2-dichloro-3-(4-fluoro-3-(trifluoromethyl)phenyl)cyclopropane-1-carboxamido)-N-(2,4-difluoro-3-(3-oxocyclobutane-1-carboxamido)phenyl)benzamide